tert-butyl 2-amino-4-[4-(2,2,2-trifluoroacetyl)piperazin-1-yl]benzoate NC1=C(C(=O)OC(C)(C)C)C=CC(=C1)N1CCN(CC1)C(C(F)(F)F)=O